COC1=CC=C(CN2C3=C(OCC2=O)C=CC=N3)C=C1 4-(4-methoxybenzyl)-2H-pyrido[3,2-b][1,4]oxazin-3(4H)-one